[5-(3,5-difluoro-2-pyridyl)-1,3,4-thiadiazol-2-yl]-[4-(1,5-dimethylpyrazol-4-yl)-3,4-dihydro-1H-isoquinolin-2-yl]methanone FC=1C(=NC=C(C1)F)C1=NN=C(S1)C(=O)N1CC2=CC=CC=C2C(C1)C=1C=NN(C1C)C